C(C)(C)(C)OC(=O)N1C(CN(CC1)CCC1(CC1)C(F)(F)F)COC1=NC(=NC(=C1)C1=C(C=CC=C1C)C)NS(=O)(=O)C=1C=C(C(=O)O)C=CC1 3-[[4-[[1-tert-butoxycarbonyl-4-[2-[1-(trifluoromethyl)cyclopropyl]ethyl]piperazin-2-yl]methoxy]-6-(2,6-dimethylphenyl)pyrimidin-2-yl]sulfamoyl]benzoic acid